C(C1=CC=CC=C1)OC1=CC(=CC2=CC=CC=C12)C(F)F 1-benzyloxy-3-(difluoromethyl)naphthalene